ClC=1C=CC(=C(C1)C=1N=CN(C(C1)=O)[C@H](C(=O)NC1=CC=C(C(=O)O)C=C1)CC1=CC=CC=C1)N1N=NC(=C1)Cl (S)-4-(2-(4-(5-chloro-2-(4-chloro-1H-1,2,3-triazole-1-yl)phenyl)-6-oxopyrimidine-1(6H)-yl)-3-phenylpropanamido)benzoic acid